4-[5-(3,5-dichlorophenyl)-4,5-dihydro-5-(trifluoromethyl)-3-isoxazolyl]-N-[(1R)-1-methyl-2-(methylamino)-2-oxoethyl]thieno[3,2-c]pyridine-7-carboxamide ClC=1C=C(C=C(C1)Cl)C1(CC(=NO1)C1=NC=C(C2=C1C=CS2)C(=O)N[C@@H](C(=O)NC)C)C(F)(F)F